C(C)(C)(C)C=1C=CN(N1)C1=CC(=CC=C1)CN(C)C 5-tert-butyl-2-(3-((dimethylamino)methyl)phenyl)pyrazol